N1(CCC1)CC1=CC=C(C=C1)C1=CC(=C(C(=C1)N(C1CCOCC1)CC)C)C(=O)NCC=1C(NC(=CC1C)C)=O 4'-(azetidin-1-ylmethyl)-N-((4,6-dimethyl-2-oxo-1,2-dihydropyridin-3-yl)methyl)-5-(ethyl-(tetrahydro-2H-pyran-4-yl)amino)-4-methyl-[1,1'-biphenyl]-3-carboxamide